O(C)C1=CC2=C(N(C=N2)C2=CC=C(N)C=C2)C=C1OC 4-(5,6-dimethoxyl-benzimidazol-1-yl)-aniline